methyl (S)-3-(3-(chloromethyl)-4-methylphenyl)-3-(7-(difluoromethoxy)-1-methyl-1H-benzo[d][1,2,3]triazol-5-yl)-2,2-dimethylpropanoate ClCC=1C=C(C=CC1C)[C@H](C(C(=O)OC)(C)C)C1=CC2=C(N(N=N2)C)C(=C1)OC(F)F